P(=O)(O)(O)OC=1C(=C2C=CC=CC2=CC1)C1=CC=CC2=CC=CC=C12 (R)-(-)-binaphthol phosphate